N-(1-(6-((R)-3-((cyclobutylmethyl)amino)piperidin-1-yl)pyridazin-3-yl)-2,2,2-trifluoroethyl)-4-oxo-4H-pyrido[1,2-a]pyrimidine-2-carboxamide C1(CCC1)CN[C@H]1CN(CCC1)C1=CC=C(N=N1)C(C(F)(F)F)NC(=O)C=1N=C2N(C(C1)=O)C=CC=C2